FC=1C=C(OCCCC(C(=O)N2CCN(CC2)S(=O)(=O)C2=CC=C(C=C2)OC(F)(F)F)(C)C)C=CC1F 5-(3,4-Difluorophenoxy)-2,2-dimethyl-1-(4-((4-(trifluoromethoxy)phenyl)sulfonyl)piperazin-1-yl)pentan-1-one